6-(1-((2,6-dimethylpyridin-4-yl)methyl)piperidin-4-yl)-1,4-dimethyl-2-(4-(methylsulfonyl)phenyl)-1H-benzo[d]imidazole CC1=NC(=CC(=C1)CN1CCC(CC1)C=1C=C(C2=C(N(C(=N2)C2=CC=C(C=C2)S(=O)(=O)C)C)C1)C)C